prop-2-ynyl-1H-imidazole C(C#C)N1C=NC=C1